methyl 4-{[(trifluoromethyl) sulfonyl] oxy}-2,5-dihydrothiophene-3-carboxylate FC(S(=O)(=O)OC1=C(CSC1)C(=O)OC)(F)F